3-((3-((4-(3-((4-((3-chloro-4-fluorophenyl)amino)-7-methoxyquinazolin-6-yl)oxy)propyl)piperazin-1-yl)methyl)phenyl)amino)piperidine-2,6-dione ClC=1C=C(C=CC1F)NC1=NC=NC2=CC(=C(C=C12)OCCCN1CCN(CC1)CC=1C=C(C=CC1)NC1C(NC(CC1)=O)=O)OC